O(C1=CC=CC=C1)CCN(CCC(C(=O)O)NC(=O)C1(CCOCC1)C(F)(F)F)CCCCC1=NC=2NCCCC2C=C1 4-[2-phenoxyethyl-[4-(5,6,7,8-tetrahydro-1,8-naphthyridin-2-yl)butyl]amino]-2-[[4-(trifluoromethyl)tetrahydropyran-4-carbonyl]amino]butanoic acid